OC[C@@H]1C([C@H]([C@@H](O1)N1C=CC2=C1N=CN=C2C2=C(C(=O)N)C=CC=C2)O[Si](C(C)C)(C(C)C)C(C)C)=O (7-((2R,3S,5R)-5-(hydroxymethyl)-4-oxo-3-((triisopropylsilyl)oxy)tetrahydrofuran-2-yl)-7H-pyrrolo[2,3-d]pyrimidin-4-yl)benzamide